N-(3-chloro-4-fluorophenyl)-4-(5-hydroxy-5-(1-methyl-4-nitro-1H-pyrazol-5-yl)octahydropentalen-2-yl)-1-methyl-1H-imidazole-5-carboxamide ClC=1C=C(C=CC1F)NC(=O)C1=C(N=CN1C)C1CC2CC(CC2C1)(C1=C(C=NN1C)[N+](=O)[O-])O